NC=1C(NC(N(N1)C1=CC(=C(C(=C1)Cl)OC=1C=C2C(=CC(=NC2=CC1)C1CCC(CC1)(F)F)C)Cl)=O)=O 6-amino-2-(3,5-dichloro-4-((2-(4,4-difluorocyclohexyl)-4-Methylquinolin-6-yl)oxy)phenyl)-1,2,4-triazine-3,5(2H,4H)-dione